tert-butyl (1-isopropyl-6-methyl-2-oxo-1,2-dihydropyridin-3-yl)carbamate C(C)(C)N1C(C(=CC=C1C)NC(OC(C)(C)C)=O)=O